C(C)C=1C=C(C=CC1NC1=NNC(=C1)C=1SC=CN1)O 3-ethyl-4-((5-(thiazol-2-yl)-1H-pyrazol-3-yl)amino)phenol